C(CCCC(=O)[O-])(=O)ON1C(C(CC1=O)S(=O)(=O)O)=O sulfosuccinimidyl glutarate